Methyl (2R)-2-amino-3-(pyrimidin-5-yl)propanoate Hydrochloride Cl.N[C@@H](C(=O)OC)CC=1C=NC=NC1